BrC=1N=C(SC1)C(C(C(=O)OCC)N=C(C1=CC=CC=C1)C1=CC=CC=C1)=O ethyl 3-(4-bromothiazol-2-yl)-2-((diphenylmethylene)amino)-3-oxopropanoate